BrC=1C=CC=C2[C@H](CCOC12)CNC(OC(C)(C)C)=O tert-butyl (S)-((8-bromochroman-4-yl)methyl)carbamate